[Cu].[Ni].C1(=CC=CC=C1)CCC(C)C1=CC=CC=C1 1,3-diphenyl-butane nickel-copper